(2E,7R)-7,8-dihydroxy-2-octenoic acid O[C@H](CCC/C=C/C(=O)O)CO